(2R)-N-HYDROXY-2-[(3S)-3-METHYL-3-{4-[(2-METHYLQUINOLIN-4-YL)METHOXY]PHENYL}-2-OXOPYRROLIDIN-1-YL]PROPANAMIDE ONC([C@@H](C)N1C([C@@](CC1)(C1=CC=C(C=C1)OCC1=CC(=NC2=CC=CC=C12)C)C)=O)=O